C(C1=CC=CC=C1)(=O)OCCNC(=O)[C@]1([C@@H](CC[C@H](C1)C)C(C)C)O 2-((1S,2S,5R)-1-hydroxy-2-isopropyl-5-methylcyclohexane-1-carboxamido)ethyl benzoate